5-(3-(((S)-1-(1H-1,2,4-triazol-1-yl)propan-2-yl)oxy)-4-chlorophenyl)-N-(3-(3-(2-methoxyethoxy)propoxy)-1-((1r,4r)-4-morpholinocyclohexyl)-1H-pyrazol-4-yl)pyrimidin-2-amine N1(N=CN=C1)C[C@H](C)OC=1C=C(C=CC1Cl)C=1C=NC(=NC1)NC=1C(=NN(C1)C1CCC(CC1)N1CCOCC1)OCCCOCCOC